C(C1CO1)OC1=CC=C(C=C1)C(C(F)(F)F)(C(F)(F)F)C1=CC=C(C=C1)OCC1CO1 2,2-bis(4-glycidoxyphenyl)hexafluoropropane